CN1CC=C(C12CCN(CC2)C2=NC(=NC(=C2)N2[C@@H]([C@@H](C2)N2CCNCC2)C)C(F)(F)F)C 1,4-Dimethyl-8-(6-((2R,3R)-2-methyl-3-(piperazin-1-yl)azetidin-1-yl)-2-(trifluoromethyl)pyrimidin-4-yl)-1,8-diazaspiro[4.5]dec-3-ene